ethyl 1-oxaspiro[2.5]octane-2-formate O1C(C12CCCCC2)C(=O)OCC